isopropyl (R)-2-(((benzyloxy)carbonyl)amino)-2-(3-fluoro-4-(1H-tetrazol-1-yl)phenyl)-4,4-dimethylpentanoate C(C1=CC=CC=C1)OC(=O)N[C@](C(=O)OC(C)C)(CC(C)(C)C)C1=CC(=C(C=C1)N1N=NN=C1)F